CN1N=CC2=C(C=CC=C12)C=1C=C(C=CC1)C1=CC(=CC=C1)N 3'-(1-Methyl-1H-indazol-4-yl)-[1,1'-biphenyl]-3-amine